2,2,3,3,5,5,6,6-octafluoro-4-(2,2,3,3,3-pentafluoropropyl)morpholine FC1(C(N(C(C(O1)(F)F)(F)F)CC(C(F)(F)F)(F)F)(F)F)F